C(C)(C)(C)OC(=O)N1[C@@H](COCC1)C=1C=C(C=C2CCN(CC12)C(=O)N1[C@@H](COCC1)C)Cl (R)-3-(6-chloro-2-((R)-3-methylmorpholine-4-carbonyl)-1,2,3,4-tetrahydroisoquinoline-8-yl)morpholine-4-carboxylic acid tert-butyl ester